FC1=CC(=CC=2C=3N(CCOC21)C=NC3)C(=O)NC3CC(CCC3)C(F)(F)F 8-fluoro-N-(3-(trifluoromethyl)cyclohexyl)-5,6-dihydrobenzo[f]imidazo[1,5-d][1,4]oxazepine-10-carboxamide